ClC1=CC=2C(OCCC=3C=C(N=CC3C=3C=CC(=C(NS(C(=C1O)C2)(=O)=O)C3)OC)F)=O 14-Chloro-5-fluoro-15-hydroxy-20-methoxy-17,17-dioxo-10-oxa-17λ6-thia-4,18-diazatetracyclo[17.3.1.112,16.02,7]tetracosa-1(23),2(7),3,5,12(24),13,15,19,21-nonaen-11-one